ClC1=C(C=2N=C(N=C3C2C(=N1)OCC(CN3C)C)SC)F 5-chloro-4-fluoro-9,11-dimethyl-2-(methylthio)-8,9,10,11-tetrahydro-7-oxa-1,3,6,11-tetraazacycloocta[de]naphthalene